tert-butyl 2-((S)-3-hydroxy-1-(isopropylamino)-1-oxopropan-2-yl)-1-oxo-2,5-diazaspiro[3.4]octane-5-carboxylate OC[C@@H](C(=O)NC(C)C)N1C(C2(C1)N(CCC2)C(=O)OC(C)(C)C)=O